1-(tert-Butyl)-5-methyl-3-(2-(tert-Butyl)phenyl)-pyrazol-4-ol C(C)(C)(C)N1N=C(C(=C1C)O)C1=C(C=CC=C1)C(C)(C)C